O=C1NC(CCC1N1C(N(C2=C1C=CC(=C2)C#CCN2CC(N(CC2)CC2CCC(CC2)NC(OC(C)(C)C)=O)=O)C)=O)=O tert-butyl ((1R,4R)-4-((4-(3-(1-(2,6-dioxopiperidin-3-yl)-3-methyl-2-oxo-2,3-dihydro-1H-benzo[d]imidazol-5-yl)prop-2-yn-1-yl)-2-oxopiperazin-1-yl)methyl)cyclohexyl)carbamate